ammonium hydrogen methylphosphonate CP(O)([O-])=O.[NH4+]